4-bromo-2-chloro-thiazole BrC=1N=C(SC1)Cl